F[P-](F)(F)(F)(F)F.[Ru+3].C(=O)(O)C1=CC=C(C=C1)C1(CC=C(N=C1)C1=NC=CC=C1)C1=CC=C(C=C1)C(=O)O.F[P-](F)(F)(F)(F)F.F[P-](F)(F)(F)(F)F (5,5-bis(4-carboxyphenyl)-2,2-bipyridine) ruthenium hexafluorophosphate